3,4,5-biphenyltricarboxylic acid C1(=CC(=C(C(=C1)C(=O)O)C(=O)O)C(=O)O)C1=CC=CC=C1